FC=1C=CC2=C(NC(=NS2(=O)=O)NCC2=NC=NC=C2)C1C(C)C1=C(C=CC=C1)F 6-fluoro-5-(1-(2-fluorophenyl)ethyl)-3-((pyrimidin-4-ylmethyl)amino)-4H-benzo[e][1,2,4]thiadiazine 1,1-dioxide